CN(C1(CCC2(CNC(N2CCC2(CCC2)OC)=O)CC1)C1=CC=CC=C1)C 8-(dimethylamino)-1-[2-(1-methoxycyclobutyl)ethyl]-8-phenyl-1,3-diazaspiro[4.5]Decan-2-one